C(CCCCCCCCC\C=C/CCCCC)CC(=O)O.CN(C1CN(C1)C1=NC=C(C=C1CS(=O)(=O)N)B1OC(C(O1)(C)C)(C)C)C [2-[3-(dimethylamino)azetidin-1-yl]-5-(4,4,5,5-tetramethyl-1,3,2-dioxaborolan-2-yl)pyridin-3-yl]methanesulfonamide (Z)-11-heptadecenyl-acetate